7-bromo-5-(tert-butyl)benzo[b]thiophene-2-carboxylic acid ethyl ester C(C)OC(=O)C1=CC2=C(S1)C(=CC(=C2)C(C)(C)C)Br